N-(2-(benzyl(4-(3,4-dichlorophenyl)-5-isobutylthiazol-2-yl)amino)ethylsulfonyl)acetamide C(C1=CC=CC=C1)N(CCS(=O)(=O)NC(C)=O)C=1SC(=C(N1)C1=CC(=C(C=C1)Cl)Cl)CC(C)C